ethyl (2S,3S)-2-(4-hydroxyphenyl)-5-((E)-3-methoxy-3-oxoprop-1-en-1-yl)-2,3-dihydrobenzofuran-3-carboxylate OC1=CC=C(C=C1)[C@H]1OC2=C([C@@H]1C(=O)OCC)C=C(C=C2)\C=C\C(=O)OC